ClC=1C=CC2=C(CCN(S2(=O)=O)[C@@H]([C@H](C)C2=C(C(=CC=C2F)C)C)C2=NNC(O2)=O)C1 5-((1S,2R)-1-(6-chloro-1,1-dioxo-3,4-dihydro-2H-benzo[e][1,2]thiazin-2-yl)-2-(6-fluoro-2,3-dimethylphenyl)propyl)-1,3,4-oxadiazol-2(3H)-one